C(C(=C)C)(=O)NC[N+](C)(C)CCC methacrylamido-propyltrimethylammonium